N1C(=NC2=C1C=CC=C2)CNC2=NC(=NN1C2=NC=C1C(F)(F)F)N(CC(C)(O)C)C 1-[{4-[(1H-benzimidazol-2-ylmethyl)amino]-7-(trifluoromethyl)imidazo[2,1-f][1,2,4]triazin-2-yl}(methyl)amino]-2-methylpropan-2-ol